5-(3-fluoro-5-methoxy-4-(2-methoxyvinyl)phenyl)-3,4-dimethyl-1-propylpyridin-2(1H)-one FC=1C=C(C=C(C1C=COC)OC)C=1C(=C(C(N(C1)CCC)=O)C)C